N-[4-(3-Cyanophenyl)-5-(2,6-dimethyl-4-pyridyl)thiazol-2-yl]-1-oxa-6-azaspiro[3.3]heptan-6-carboxamid C(#N)C=1C=C(C=CC1)C=1N=C(SC1C1=CC(=NC(=C1)C)C)NC(=O)N1CC2(CCO2)C1